C1OCCCC12CCNCC2 2-oxa-9-azaspiro[5.5]undecane